C(C)(C)(C)OP(N(C(C)C)C(C)C)CP(OC(C)(C)C)(OC(C)(C)C)=O di-tert-butyl {[(tert-butoxy)(diisopropylamino) phosphanyl]methyl}phosphonate